2-[[2-[4-[(5-cyclopentyl-1H-pyrazol-3-yl)amino]pyrimidin-2-yl]-2-azabicyclo[2.1.1]hexan-4-yl]methyl]isoindoline-1,3-dione C1(CCCC1)C1=CC(=NN1)NC1=NC(=NC=C1)N1C2CC(C1)(C2)CN2C(C1=CC=CC=C1C2=O)=O